[Al](Br)(Br)Br.[Na].N1=CC=C(C=C1)NC(=O)C1CNC1 N-(pyridin-4-yl)azetidine-3-carboxamide sodium aluminium bromide